P(=O)(O)(O)O.OCCC=C(C(=O)O)C mono[(2-hydroxyethyl)methacrylic acid] phosphate